NC1=C(C(=NC(=N1)N1N=CC=C1)N1N=CC(=C1)O)Br 1-(6-amino-5-bromo-2-(1H-pyrazol-1-yl)pyrimidin-4-yl)-1H-pyrazol-4-ol